ethyl N-[(2E)-2-cyano-2-[[3,5-dichloro-4-[(2-cyclopropyl-6-quinolyl)oxy]phenyl]hydrazono]acetyl]carbamate C(#N)\C(\C(=O)NC(OCC)=O)=N/NC1=CC(=C(C(=C1)Cl)OC=1C=C2C=CC(=NC2=CC1)C1CC1)Cl